CC1=CC=C(C=C1)S(=O)(=O)OCCOCCOCCOCCOCCOCCOCCNC(OC(C)(C)C)=O 2,2-dimethyl-4-oxo-3,8,11,14,17,20,23-heptaoxa-5-azapentacosan-25-yl 4-methylbenzenesulfonate